C(C1=CC=CC=C1)OC1=C(C=C(C=C1)N(C(=O)C1(CC1)C(=O)N)C1=CC=C(C=C1)F)F N-(4-(Benzyloxy)-3-fluorophenyl)-N-(4-fluorophenyl)cyclopropane-1,1-dicarboxamide